3-bromo-1,2-difluoro-4-methyl-5-nitro-benzene BrC=1C(=C(C=C(C1C)[N+](=O)[O-])F)F